NC1=C2C(=NC=N1)N(N=C2C2=CC=C1C=C(NC1=C2)C(=O)NC)CCC(=O)N(C)C 6-[4-amino-1-[3-(dimethylamino)-3-oxo-propyl]pyrazolo[3,4-d]pyrimidin-3-yl]-N-methyl-1H-indole-2-carboxamide